Chlorazol CC1=CC=C(C=C1)S(=O)(=O)[N-]Cl.O.O.O.[Na+]